[Cl-].[Cl-].ClC1=C(C=C(C=[NH+]1)OCC1(CC1)[NH3+])C(=O)OC [1-[(6-chloro-5-methoxycarbonyl-pyridin-1-ium-3-yl)oxymethyl]cyclopropyl]ammonium dichloride